O1CCN(CC1)CCNC(=O)C=1C=NN2C1N=CC=C2 N-(2-morpholinoethyl)pyrazolo[1,5-a]pyrimidine-3-carboxamide